FC1(CC1)[C@@](CC(=O)N[C@@H](C)C1=CC(=CC=C1)OC(F)(F)F)(C)O (S)-3-(1-fluorocyclopropyl)-3-hydroxy-N-((S)-1-(3-(trifluoromethoxy)phenyl)ethyl)butanamide